5,6,7-trimethoxyindole-2-acetic acid COC=1C=C2C=C(NC2=C(C1OC)OC)CC(=O)O